ClC1=C(C=CC(=C1)OC1=CC=CC=C1)N1N=C2C(N(CCC2=O)CC2=CC=C(C=C2)OC)=C1C(=O)OCC ethyl 2-(2-chloro-4-phenoxyphenyl)-4-[(4-methoxyphenyl)methyl]-7-oxo-4,5,6,7-tetrahydro-2H-pyrazolo[4,3-b]pyridine-3-carboxylate